bis(1-adamantyl)-n-butyl-phosphonium iodide [I-].C12(CC3CC(CC(C1)C3)C2)[PH+](CCCC)C23CC1CC(CC(C2)C1)C3